N-(3-(tert-butyl)-5-cyclopropylbenzyl)-N-(4-hydroxy-2-methoxyphenyl)-2-(N-((4-(trifluoromethyl)pyridin-3-yl)methyl)-(2,3,4,5,6-pentafluoro-phenyl)sulfonamido)acetamide C(C)(C)(C)C=1C=C(CN(C(CN(S(=O)(=O)C2=C(C(=C(C(=C2F)F)F)F)F)CC=2C=NC=CC2C(F)(F)F)=O)C2=C(C=C(C=C2)O)OC)C=C(C1)C1CC1